C(C)(C)(C)OC(NC=1N=NC(=C(C1)C)Cl)=O N-(6-chloro-5-methylpyridazin-3-yl)carbamic acid tert-butyl ester